FC(OC1=NC(=CC=C1NC(N(C1=C(C=CC=C1)C(C)C)C1CCC(CC1)CC(C)(C)O)=O)C)F 3-(2-(difluoromethoxy)-6-methylpyridin-3-yl)-1-((1r,4r)-4-(2-hydroxy-2-methylpropyl)cyclohexyl)-1-(2-isopropylphenyl)urea